2,2,2-Trifluoro-N-(methyl(oxo)(piperidin-3-yl)-λ6-sulfanylidene)acetamide FC(C(=O)N=S(C1CNCCC1)(=O)C)(F)F